trans-4-(2-(2-methylthiophen-5-yl)imidazo[4,5-d]pyrrolo[2,3-b]pyridin-1(6H)-yl)cyclohexanecarbonitrile CC=1SC(=CC1)C1=NC=2C(=C3C(=NC2)NC=C3)N1[C@@H]1CC[C@H](CC1)C#N